C(C)(=O)C1=NNC=C1 acetyl-diazole